COC(COC1=CC2=C(N=C(S2)Br)C=C1F)=O 2-((2-bromo-5-fluorobenzo[d]thiazol-6-yl)oxy)acetic acid methyl ester